[C@@H]12N(C[C@@H](NC1)C2)C=2C=CC=1N=CN=C(C1N2)NC2=C(C(=C(C=C2)OCC2(CC2)F)F)F 6-[(1S,4S)-2,5-diazabicyclo[2.2.1]heptan-2-yl]-N-[2,3-difluoro-4-[(1-fluorocyclopropyl)methoxy]phenyl]pyrido[3,2-d]pyrimidin-4-amine